1-(cyclohexylmethyl)-4-fluoropiperidin C1(CCCCC1)CN1CCC(CC1)F